(R)-2-fluoro-3-((1R,3R)-1-(2-fluoro-4-(2-(3-(fluoromethyl)azetidin-1-yl)ethoxy)phenyl)-3-methyl-1,3,4,9-tetrahydro-2H-pyrido[3,4-b]indol-2-yl)-2-methylpropan-1-ol F[C@@](CO)(CN1[C@@H](C=2NC3=CC=CC=C3C2C[C@H]1C)C1=C(C=C(C=C1)OCCN1CC(C1)CF)F)C